BrC=1C=C(C=CC1F)S(=O)(=O)N 3-bromo-4-fluoro-benzenesulfonamide